bis(4-amino-3-isopropylphenyl) sulfone NC1=C(C=C(C=C1)S(=O)(=O)C1=CC(=C(C=C1)N)C(C)C)C(C)C